(1S,3S,5S)-2-(N-(4-methoxy-4-oxobutanoyl)-O-phenyl-L-homoserylglycyl)-5-methyl-2-azabicyclo[3.1.0]hexane-3-carboxylic acid COC(CCC(=O)N[C@@H](CCOC1=CC=CC=C1)C(=O)NCC(=O)N1[C@H]2C[C@]2(C[C@H]1C(=O)O)C)=O